1-{[(4,5-dibromo-3-fluoro-2-thienyl)thiocarbonyl]Amino}cyclopropanecarboxylic acid methyl ester COC(=O)C1(CC1)NC(=S)C=1SC(=C(C1F)Br)Br